CC1=C(C=C(C=C1)[N+](=O)[O-])NC=1SC=C(N1)C=1C=NC=CC1 N-(2-methyl-5-nitrophenyl)-4-(pyridin-3-yl)thiazol-2-amine